N1(CCOCC1)C(C)=O 1-(4-morpholinyl)ethanone